ClC1=C(C=C2C=C(N=CC2=C1)NC(=O)[C@@H]1[C@](C1)(C1=NC=CC=C1)C)C1CCN(CC1)[C@]1(COC[C@H]1O)C (1S,2S)-N-(7-chloro-6-(1-((3S,4S)-4-hydroxy-3-methyltetrahydrofuran-3-yl)piperidin-4-yl)isoquinolin-3-yl)-2-methyl-2-(pyridin-2-yl)cyclopropane-1-carboxamide